C(C)(C)C1=NC(=C2N1C=CN=C2N)C2=CC1=CC=C(C=C1C=C2)OC 3-isopropyl-1-(6-methoxynaphthalen-2-yl)imidazo[1,5-a]pyrazin-8-amine